CCCCCCCC=CC=CC=COC(=O)C tridecatrien-1-ol acetate